5-(4-cyclohexylphenyl)-2-(1,5-dimethylimidazol-4-yl)-3-[3-(fluoromethyl)azetidine-1-carbonyl]-4H-pyrazolo[1,5-a]pyrimidin-7-one C1(CCCCC1)C1=CC=C(C=C1)C=1NC=2N(C(C1)=O)N=C(C2C(=O)N2CC(C2)CF)C=2N=CN(C2C)C